(2-hydroxybenzylidene)-1H-1,2,3-triazole-4-carbohydrazide OC1=C(C=NNC(=O)C=2N=NNC2)C=CC=C1